FC=1C(=CC=2C3=C(NC(C2C1)=O)CS(CC3NC)=O)F 8,9-difluoro-1-(methylamino)-1,5-dihydro-2H-thiopyrano[3,4-c]isoquinolin-6(4H)-one 3-oxide